15-ethylidene-13-(hydroxymethyl)-17-methyl-3-aza-17-azoniapentacyclo[12.3.1.02,10.04,9.012,17]octadeca-2(10),4(9),5,7-tetraen-7-ol C(C)=C1C2C(C3CC=4C=5C=C(C=CC5NC4C([N+]3(C1)C)C2)O)CO